(3-(5H-imidazo[5,1-a]isoindol-5-yl)phenyl)methanol C=1N=CN2C1C1=CC=CC=C1C2C=2C=C(C=CC2)CO